N1(C=NC=C1)CCN1CCN(CC1)C1=CC2=C(CC(O2)(C)C)C=C1NC(=O)C=1C=NN2C1N=CC=C2 N-(6-(4-(2-(1H-Imidazol-1-yl)ethyl)piperazin-1-yl)-2,2-dimethyl-2,3-dihydrobenzo-furan-5-yl)pyrazolo[1,5-a]pyrimidine-3-carboxamide